2',4',6'-triiodoacetophenone IC1=C(C(=CC(=C1)I)I)C(C)=O